selenium carbon sulfur [S].[C].[Se]